O=C1C=2CCCNC2C2=C(N1)C=C(C=C2)CN2CCN(CC2)C2=NC=C(C#N)C=C2 6-{4-[(5-oxo-1,2,3,4,5,6-hexahydrobenzo[h][1,6]naphthyridin-8-yl)methyl]piperazine-1-yl}nicotinonitrile